DIMETHYLOXAZOLIDINE CC1(OCCN1)C